C(=O)O.O1N=CN=C1C(=O)N 1,2,4-oxadiazole-5-carboxamide formate